C(C(=C)C)(=O)NC(CS(=O)(=O)O)(CC(C)(C)C)C 2-methacrylamido-2,4,4-trimethylpentanesulfonic acid